Ethyl 3-[5-[2-[2-fluoro-5-[(6-fluoro-4-methylsulfonyl-1H-indol-5-yl)oxy]phenyl]-5-methyl-1,4,6,7-tetrahydroimidazo[4,5-c]pyridin-4-yl]-2-thienyl]propanoate FC1=C(C=C(C=C1)OC=1C(=C2C=CNC2=CC1F)S(=O)(=O)C)C=1NC2=C(C(N(CC2)C)C2=CC=C(S2)CCC(=O)OCC)N1